[Ni].[Cu].[Cu].[Al] aluminum copper-copper nickel